2-(4-fluorophenyl)propan-2-amine FC1=CC=C(C=C1)C(C)(C)N